vinylphosphine ruthenium acetate C(C)(=O)[O-].[Ru+3].C(=C)P.C(C)(=O)[O-].C(C)(=O)[O-]